1-benzyl-3-(2-(5-chlorothiophene-2-yl)-2-oxoethyl)imidazoline-2,4,5-trione C(C1=CC=CC=C1)N1C(N(C(C1=O)=O)CC(=O)C=1SC(=CC1)Cl)=O